benzyl (3aR,5s,6aS)-5-phenoxyhexahydrocyclopenta[c]pyrrole-2(1H)-carboxylate O(C1=CC=CC=C1)C1C[C@@H]2[C@@H](CN(C2)C(=O)OCC2=CC=CC=C2)C1